[Na].[Fe].[Mn].[Ni] nickel-manganese-iron sodium